C(C1=CC=CC=C1)OC1=NC(=CC=C1N1C=NC2=C1C=CC(=C2)C=2CCN(CC2)C(=O)OC(C)(C)C)OCC2=CC=CC=C2 tert-butyl 4-(1-(2,6-bis(benzyloxy) pyridin-3-yl)-1H-benzo[d]imidazol-5-yl)-3,6-dihydropyridine-1(2H)-carboxylate